NC1=C(C(=CC(=N1)C=1C(=C2CN(C(C2=CC1)=O)C1C(NC(CC1)=O)=O)F)C)C 3-(5-(6-Amino-4,5-dimethylpyridin-2-yl)-4-fluoro-1-oxoisoindolin-2-yl)piperidine-2,6-dione